2-chloro-1,4-bis(4-hydroxyphenyl)cyclohexane ClC1C(CCC(C1)C1=CC=C(C=C1)O)C1=CC=C(C=C1)O